tris(2,4-di-t-butylphenol) phosphate P(=O)(O)(O)O.C(C)(C)(C)C1=C(C=CC(=C1)C(C)(C)C)O.C(C)(C)(C)C1=C(C=CC(=C1)C(C)(C)C)O.C(C)(C)(C)C1=C(C=CC(=C1)C(C)(C)C)O